4-toluenesulfonyl triflate O(S(=O)(=O)C(F)(F)F)S(=O)(=O)C1=CC=C(C)C=C1